(S)-8-bromo-5-(((3-hydroxytetrahydrofuran-3-yl)methyl)amino)-3-methylpyrido[4,3-d]pyrimidin-4(3H)-one BrC1=CN=C(C2=C1N=CN(C2=O)C)NC[C@@]2(COCC2)O